NC1=CC=C(OC2=CC(=CC=C2)OC2=CC=C(C=C2)N)C=C1 m-bis(4-aminophenoxy)benzene